BrC1=CC=C(C=C1)S(=O)(=O)NC1CCN(CC1)C(C(F)(F)F)=O 4-bromo-N-(1-(2,2,2-trifluoroacetyl)piperidin-4-yl)benzenesulfonamide